2-((3,5-dicyano-4-ethyl-6-(3-oxopiperazin-1-yl)pyridin-2-yl)sulfanyl)-2-phenylacetamide C(#N)C=1C(=NC(=C(C1CC)C#N)N1CC(NCC1)=O)SC(C(=O)N)C1=CC=CC=C1